3-((2-((3-((6,7-bis(2-methoxyethoxy)quinazolin-4-yl)amino)phenyl)ethynyl)-5-methylpyrimidin-4-yl)amino)-N-(tert-butyl)benzenesulfonamide COCCOC=1C=C2C(=NC=NC2=CC1OCCOC)NC=1C=C(C=CC1)C#CC1=NC=C(C(=N1)NC=1C=C(C=CC1)S(=O)(=O)NC(C)(C)C)C